FC1=C(N=C2N1C=C(C=C2F)NC(=O)C2=CC=C(C1=CN(N=C21)CC)N2CCNCC2)C N-{3,8-difluoro-2-methylimidazo[1,2-a]pyridin-6-yl}-2-ethyl-4-(piperazin-1-yl)indazole-7-carboxamide